C(C)(C)(C)OC(=O)NC[C@H](C)OC1=C(C(=O)OC)C=C(C=C1)F methyl (S)-2-((1-((tert-butoxycarbonyl) amino) propan-2-yl) oxy)-5-fluorobenzoate